P(=O)(O)(O)O.NC1=NC(=NC=C1CO)C 4-amino-5-hydroxymethyl-2-methylpyrimidine-phosphate